6-(5-((R)-1-(3,5-Dichloropyridin-4-yl)ethoxy)-1-(tetrahydro-2H-pyran-2-yl)-1H-indazol-3-yl)-1,4-dihydro-2H-pyrido[2,3-d][1,3]oxazin-2-one ClC=1C=NC=C(C1[C@@H](C)OC=1C=C2C(=NN(C2=CC1)C1OCCCC1)C1=CC2=C(NC(OC2)=O)N=C1)Cl